5-bromo-[1,2,4]triazolo[1,5-a]pyridin-6-amine BrC1=C(C=CC=2N1N=CN2)N